dimethyl 2-(2,5-dithia-7-azabicyclo[2.2.1]heptan-7-yl)malonate C12SCC(SC1)N2C(C(=O)OC)C(=O)OC